OC(=O)CCCCCN1C(=O)C2C3C=CC(C2C1=O)C3 N-(hydroxycarbonylpentyl)bicyclo[2.2.1]Hept-5-ene-2,3-dicarboximide